C(=O)=[Co](=C=O)(=C=O)(=C=O)(=C=O)=C=O hexacarbonyl-cobalt